[3-(3,5-Dimethyl-1,2-oxazol-4-yl)-5-[hydroxy(phenyl)methyl]phenyl] acetate C(C)(=O)OC1=CC(=CC(=C1)C(C1=CC=CC=C1)O)C=1C(=NOC1C)C